3-amino-5-Chloropyrazolo[1,5-a]pyrimidine NC=1C=NN2C1N=C(C=C2)Cl